N2-tert-butyl-6-cyclopropyl-7-(4-methylphenyl)-3,4-dihydropyrrolo[1,2-a]pyrazine-2,8(1H)-dicarboxamide C(C)(C)(C)NC(=O)N1CC=2N(CC1)C(=C(C2C(=O)N)C2=CC=C(C=C2)C)C2CC2